(5R,6R)-3-(1H-indol-3-yl)-5,6-diphenyl-5,6-dihydropyrazine N1C=C(C2=CC=CC=C12)C=1C=N[C@@H]([C@H](N1)C1=CC=CC=C1)C1=CC=CC=C1